C(C)(C)N1CCC2(C[C@@H]2C(=O)N[C@@H](CCCCCC(CC)=O)C=2NC(=CN2)C=2C=C3C=CC(=NC3=CC2)C)CC1 (S)-6-Isopropyl-N-((S)-1-(5-(2-methylchinolin-6-yl)-1H-imidazol-2-yl)-7-oxononyl)-6-azaspiro[2.5]octan-1-carboxamid